C(C=C)(=O)NCCN(C(C=C)=O)CCNC(C=C)=O N,N-bis(2-acrylamido-ethyl)acrylamide